(3-(2-(6-(Difluoromethyl)imidazo[1,2-a]pyrazin-3-yl)pyrimidin-4-yl)phenyl)methanamine FC(C=1N=CC=2N(C1)C(=CN2)C2=NC=CC(=N2)C=2C=C(C=CC2)CN)F